Cl.N1C(=CC=2C=NC=CC21)CN (1H-pyrrolo[3,2-c]pyridin-2-yl)methanamine hydrochloride